1,2-dimethyl-5-vinylpyridinium methylsulfate COS(=O)(=O)[O-].C[N+]1=C(C=CC(=C1)C=C)C